C(C1=CC=CC=C1)C=1N(C(C2=CC=CC=C2C1)=O)S(=O)(=O)C1=CC=C(C)C=C1 3-Benzyl-2-tosylisoquinolin-1(2H)-one